1-(4-{2-bromo-5-methyl-5H-pyrrolo[2,3-b]pyrazin-6-yl}piperidin-1-yl)ethan-1-one BrC=1N=C2C(=NC1)N(C(=C2)C2CCN(CC2)C(C)=O)C